CN1C(C(=CC2=C(C=C(C=C12)C1CCOCC1)N1CCCC=2N=C(N=CC21)C=2C=CC(=NC2)C(=O)OC)C)=O Methyl 5-(5-(1,3-dimethyl-2-oxo-7-(tetrahydro-2H-pyran-4-yl)-1,2-dihydroquinolin-5-yl)-5,6,7,8-tetrahydropyrido[3,2-d]pyrimidin-2-yl)picolinate